FC=1C=CC=C2CCC(C12)C#N 7-fluoro-2,3-dihydro-1H-indene-1-nitrile